FC=1C=NC=C(C1OCC1[C@H]2CN(C[C@@H]12)C1=CN=C2C(=N1)N(N=C2)C2COC2)F 6-((1R,5S,6r)-6-(((3,5-difluoropyridin-4-yl)oxy)methyl)-3-azabicyclo[3.1.0]-hexan-3-yl)-1-(oxetan-3-yl)-1H-pyrazolo[3,4-b]pyrazine